1-(3-(1-isobutyl-6-((5-methylthiazol-2-yl)amino)-1H-pyrrolo[3,2-c]pyridin-4-yl)-8-azabicyclo[3.2.1]oct-2-en-8-yl)prop-2-en-1-one C(C(C)C)N1C=CC=2C(=NC(=CC21)NC=2SC(=CN2)C)C2=CC1CCC(C2)N1C(C=C)=O